CC[C@H](NC1CCCCC1)C(=O)O (2S,3R)-beta-methylcyclohexyl-alanine